C1CC(=O)N(C1=O)OC(=O)C2=CC=C(C=C2)C(=O)C3=CC=CC=C3 4-benzoylbenzoic acid N-succinimidyl ester